(8R)-6-cyclohexanecarbonyl-13-(2,6-dimethylphenyl)-10-oxa-17λ6-thia-3,6,14,16,23-pentaazatetracyclo[16.3.1.111,15.03,8]tricosa-1(21),11,13,15(23),18(22),19-hexaene-2,17,17-trione C1(CCCCC1)C(=O)N1CCN2C(C3=CC=CC(S(NC=4N=C(C=C(OC[C@H]2C1)N4)C4=C(C=CC=C4C)C)(=O)=O)=C3)=O